ClC1=CC(=C(C=C1)NC1=CC(=NC=C1C(=O)NOCC)NC1=NC(=CC=C1)F)N(S(=O)(=O)C)C 4-((4-chloro-2-(N-methyl-methanesulfonamido)phenyl)-amino)-N-ethoxy-6-((6-fluoro-pyridin-2-yl)amino)nicotinamide